1-(3-fluorophenyl)-3-methyl-1H-indazol-5-ol FC=1C=C(C=CC1)N1N=C(C2=CC(=CC=C12)O)C